1,2,4-triazin-5(4H)-one acetate C(C)(=O)O.N=1N=CNC(C1)=O